COC1=C(C=CC(=C1)C[C@H]2CO[C@@H]([C@H]2CO)C3=CC(=C(C=C3)O)O)O The molecule is a lignan that consists of tetrahydrofuran substituted by a 3,4-dihydroxyphenyl group at position 2, a hydroxymethyl group at position 3 and a 4-hydroxy-3-methoxybenzyl group at position 4. It has been isolated from Taxus yunnanensis. It has a role as a plant metabolite. It is a lignan, a polyphenol, a tetrol, a member of oxolanes and a member of guaiacols.